(5S,7S)-7-fluoro-5-(3-fluorophenyl)-2-(methylthio)-6,7-dihydro-5H-pyrrolo[1,2-b][1,2,4]triazole F[C@H]1C[C@H](N2N=C(N=C21)SC)C2=CC(=CC=C2)F